azobenzene-4,4-dicarbonyl chloride N(=NC(=O)C1(CC=CC=C1)C(=O)Cl)Cl